tert-butyl-[[5-fluoro-6-[1-isopropyl-4-(trifluoromethyl)imidazol-2-yl]-3-pyridyl]methoxy]-dimethyl-silane C(C)(C)(C)[Si](C)(C)OCC=1C=NC(=C(C1)F)C=1N(C=C(N1)C(F)(F)F)C(C)C